N[C@@H]1CN(C[C@H](C1)F)C1=CC(=NC=C1C=1C=NN(C1)C(C)C)NC1=NC(=NC=C1)C1=C(C=C(C=C1OC)F)F N-(4-((3S,5S)-3-amino-5-fluoropiperidin-1-yl)-5-(1-isopropyl-1H-pyrazol-4-yl)pyridin-2-yl)-2-(2,4-difluoro-6-methoxyphenyl)pyrimidin-4-amine